(R)-1-(2-chloropyridin-3-yl)ethyl (4-(5-((1s,3S)-1-fluoro-3-hydroxycyclobutane-1-carboxamido)pyridin-2-yl)-1-methyl-1H-1,2,3-triazol-5-yl)carbamate FC1(CC(C1)O)C(=O)NC=1C=CC(=NC1)C=1N=NN(C1NC(O[C@H](C)C=1C(=NC=CC1)Cl)=O)C